N1=CC=C2N1CCN(C2)CC(=O)NC=2C=C(C(=NC2)C)NC(=O)C2=NN=C1N2C=CC(=C1)C=1C=NN(C1)C N-(5-(2-(6,7-dihydropyrazolo[1,5-a]pyrazin-5(4H)-yl)acetamido)-2-methylpyridin-3-yl)-7-(1-methyl-1H-pyrazol-4-yl)-[1,2,4]triazolo[4,3-a]pyridine-3-carboxamide